ethyl 2-(dicyanomethylidene)-1-methylcyclohexane-1-carboxylate C(#N)C(=C1C(CCCC1)(C(=O)OCC)C)C#N